3-(3-((6-((1-methyl-1H-pyrazol-3-yl)methoxy)pyridin-3-yl)methyl)isoxazol-5-yl)pyridin-2-amine CN1N=C(C=C1)COC1=CC=C(C=N1)CC1=NOC(=C1)C=1C(=NC=CC1)N